6-(7,8-dihydro-5H-1,6-naphthyridin-6-yl)-4,5-dimethyl-N-(4-pyridylmethyl)pyridazine N1=CC=CC=2CN(CCC12)C1=C(C(=CNN1CC1=CC=NC=C1)C)C